BrC1=C(C(=CC=C1)F)N1CCCC1 (R)-1-(2-Bromo-6-fluoro-phenyl)-pyrrolidin